(R)-3-(4-ethynyl-2-hydroxyphenyl)-6-((1-(2-hydroxyethyl)piperidin-3-yl)amino)-4-methyl-1,2,4-triazin-5(4H)-one C(#C)C1=CC(=C(C=C1)C1=NN=C(C(N1C)=O)N[C@H]1CN(CCC1)CCO)O